C(#N)C1=CC(=C(COC2=CC=CC(=N2)N2CCN([C@@H]3CC[C@@H]23)C(=O)OC(C)(C)C)C=C1)F |r| rac-tert-Butyl (1R,6R)-5-(6-((4-cyano-2-fluorobenzyl)oxy)pyridin-2-yl)-2,5-diazabicyclo[4.2.0]octane-2-carboxylate